3-((4-amino-3-(2-aminobenzo[d]oxazol-5-yl)-1H-pyrazolo[3,4-d]pyrimidin-1-yl)methyl)azetidine-1-carboxylic acid tert-butyl ester C(C)(C)(C)OC(=O)N1CC(C1)CN1N=C(C=2C1=NC=NC2N)C=2C=CC1=C(N=C(O1)N)C2